4-[[2-(5-Chloro-2-hydroxyphenyl)acetyl]amino]-N-(1-methylcyclobutyl)pyridin ClC=1C=CC(=C(C1)CC(=O)NC1=CCN(C=C1)C1(CCC1)C)O